8-(tert-butyl) 3-ethyl octane-3,8-dicarboxylate CCC(CCCCCC(=O)OC(C)(C)C)C(=O)OCC